C(C=C)OCCO ethyleneglycol monoallyl ether